FC=1C=C(C=CC1)C1=CC(=CC=C1)C[C@@H]1N(CC[C@@H]1NC(C(=O)N(C)C)=O)C(=O)[C@@H]1OCCC1 N~2~-{(2S,3S)-2-[(3'-fluoro[1,1'-biphenyl]-3-yl)methyl]-1-[(2R)-oxolane-2-carbonyl]pyrrolidin-3-yl}-N~1~,N~1~-dimethylethanediamide